Methyl 1-[(2-chlorophenyl)methyl]-5-(2,3-dihydro-1,4-benzodioxin-6-yl)-1H-pyrazole-3-carboxylate ClC1=C(C=CC=C1)CN1N=C(C=C1C1=CC2=C(OCCO2)C=C1)C(=O)OC